N1,N2-bis(4-methyl-2,6-bis((R)-1-phenylethyl)phenyl)ethane-1,2-diimine CC1=CC(=C(C(=C1)[C@H](C)C1=CC=CC=C1)N=CC=NC1=C(C=C(C=C1[C@H](C)C1=CC=CC=C1)C)[C@H](C)C1=CC=CC=C1)[C@H](C)C1=CC=CC=C1